N[C@H](C(=O)NC1CCC(CC1)N1N=C(C=2C1=NC=NC2N)C2=CC=C(C=C2)OC2=CC=CC=C2)CC(C)C (S)-2-amino-N-(4-(4-amino-(4-phenoxyphenyl)-1H-pyrazolo[3,4-d]pyrimidin-1-yl)cyclohexyl)-4-methylpentanamide